COC1=NC=C(C2=C1N=C(S2)NC(=O)N2CC1(CC2)CCOCC1)C1=CC(=CC=C1)NCCC(F)(F)F 8-Oxa-2-aza-spiro[4.5]decane-2-carboxylic acid {4-methoxy-7-[3-(3,3,3-trifluoro-propylamino)-phenyl]-thiazolo[4,5-c]pyridin-2-yl}-amide